FC1([C@H]([C@@H]1C=C)C=O)F |r| rac-(1R,3S)-2,2-difluoro-3-vinylcyclopropane-1-carbaldehyde